C(C)N1N=CC=C1C(=O)N1[C@@H](C[C@H](C1)F)C(=O)N[C@H](C1=CC=C(C=C1)C(C)C)C1=CC=CC=C1 (2S,4R)-1-(1-ethyl-1H-pyrazole-5-carbonyl)-4-fluoro-N-[(S)-phenyl[4-(propan-2-yl)phenyl]methyl]pyrrolidine-2-carboxamide